methyl (S)-2-(4-(3'-amino-[1,1'-biphenyl]-4-yl)-2,3,9-trimethyl-6H-thieno[3,2-f][1,2,4]triazolo[4,3-a][1,4]diazepin-6-yl)acetate NC=1C=C(C=CC1)C1=CC=C(C=C1)C1=N[C@H](C=2N(C3=C1C(=C(S3)C)C)C(=NN2)C)CC(=O)OC